2-[(3-methylpyrrolidin-3-yl)oxy]pyridine hydrochloride Cl.CC1(CNCC1)OC1=NC=CC=C1